FC(C(=O)N1CC(C1)NC=1C(=NC=CC1C(F)(F)F)OC1=CC=C(C=C1)C(F)(F)F)=C 2-Fluoro-1-(3-((4-(trifluoromethyl)-2-(4-(trifluoromethyl)phenoxy)pyridin-3-yl)amino)azetidin-1-yl)prop-2-en-1-one